4-(7-chloro-1H-pyrrolo[3,2-c]pyridin-4-yl)-N-(tetrahydro-2H-pyran-4-yl)benzamide ClC=1C2=C(C(=NC1)C1=CC=C(C(=O)NC3CCOCC3)C=C1)C=CN2